CN(C)CC1(CC1)COC=1N=C(C2=C(N1)CN(CC2)C2=CC=CC1=CC=CC(=C21)CC)N2CCC(CC2)N2C(NN=C2)=O 4-(1-(2-((1-((dimethylamino)methyl)cyclopropyl)methoxy)-7-(8-ethylnaphthalen-1-yl)-5,6,7,8-tetrahydropyrido[3,4-d]pyrimidin-4-yl)piperidin-4-yl)-2,4-dihydro-3H-1,2,4-triazol-3-one